ClC1=C(C=C(C=2C3=C(NC12)CCN(C3)C(CO)=O)C3=NN(C=C3)CC(=O)NCCCC(=O)O)Cl 4-(2-(3-(6,7-dichloro-2-(2-hydroxyacetyl)-2,3,4,5-tetrahydro-1H-pyrido[4,3-b]indol-9-yl)-1H-pyrazol-1-yl)acetamido)butanoic acid